BrC=1C(=CC(=C(C1)NS(=O)(=O)C1=CC=C(C=C1)C)C(=O)C1CC1)F N-(5-bromo-2-cyclopropanecarbonyl-4-fluorophenyl)-4-methylbenzenesulfonamide